C(C)OC(C(CCC)C)=O 2-methylpentanoic acid (-)-ethyl ester